2-((S)-4-(7-(8-ethynyl-7-fluoro-3-hydroxynaphthalene-1-yl)-8-fluoro-2-(((2R,7aS)-2-fluorotetrahydro-1H-pyrrolizin-7a(5H)-yl)methoxy)quinazolin-4-yl)piperazin-2-yl)acetonitrile C(#C)C=1C(=CC=C2C=C(C=C(C12)C1=CC=C2C(=NC(=NC2=C1F)OC[C@]12CCCN2C[C@@H](C1)F)N1C[C@@H](NCC1)CC#N)O)F